2-(3,5-dimethyl-2-((1-oxoprop-2-yl)oxy)benzyl)benzonitrile CC=1C(=C(CC2=C(C#N)C=CC=C2)C=C(C1)C)OC(C=O)C